ClC=1C=C2CO[C@]3(O[C@@H]([C@H]([C@@H]([C@H]3O)O)O)C)C2=CC1[C@H](O)C=1SC(=CC1)CC (1S,3'R,4'S,5'S,6'R)-5-Chloro-6-((S)-(5-ethylthiophen-2-yl)(hydroxy)methyl)-6'-methyl-3',4',5',6'-tetrahydro-3H-spiro[isobenzofuran-1,2'-pyran]-3',4',5'-triol